ClC=1C=CC(=C(C1)O)C1=C2C(=C(N=N1)NC1CC(C1)(C)O)C=NC=C2 5-chloro-2-(4-((3-hydroxy-3-methylcyclobutyl)amino)pyrido[3,4-d]pyridazin-1-yl)phenol